ClC=1C(NN=CC1N1[C@@H](C=2N=CN=C(C2CC1)OC1=C(C=C(C=C1)F)Cl)C)=O 4-chloro-5-[(8R)-4-(2-chloro-4-fluorophenoxy)-8-methyl-5H,6H,7H,8H-pyrido[3,4-d]pyrimidin-7-yl]-2,3-dihydropyridazin-3-one